2-(methoxymethyl)-N7-(1,2,3,4-tetrahydroquinolin-3-yl)pyrazolo[1,5-a]pyrimidine-3,7-dicarboxamide COCC1=NN2C(N=CC=C2C(=O)NC2CNC3=CC=CC=C3C2)=C1C(=O)N